CC(CC(=O)NC=1C=NC=C(C1)C=1C=C2C(=NNC2=CC1)C#CC1=NC2=CC=CC=C2C=C1)C 3-methyl-N-(5-(3-(quinolin-2-ylethynyl)-1H-indazol-5-yl)pyridin-3-yl)butanamide